4-(3-methyl-4-(methylsulfonyl)phenyl)-5-(methylsulfonyl)-1-trityl-1H-indazol CC=1C=C(C=CC1S(=O)(=O)C)C1=C2C=NN(C2=CC=C1S(=O)(=O)C)C(C1=CC=CC=C1)(C1=CC=CC=C1)C1=CC=CC=C1